C(C=CC1=CC=CC=C1)(=O)OCCOCCNC(=O)OC(C)(C)C 2-(2-((tert-butoxycarbonyl)amino)ethoxy)ethyl cinnamate